zinc cis-oleate C(CCCCCCC\C=C/CCCCCCCC)(=O)[O-].[Zn+2].C(CCCCCCC\C=C/CCCCCCCC)(=O)[O-]